FC=1C=NC(=NC1)N1CC2N(C=3C=CC(=CC3C2)[N+](=O)[O-])CC1 2-(5-fluoropyrimidin-2-yl)-8-nitro-1,2,3,4,10,10a-hexahydropyrazino[1,2-a]indole